OC(C)C1=C2C=CN(C2=C(C=C1OC)C)C(=O)OC(C)(C)C tert-butyl 4-(1-hydroxyethyl)-5-methoxy-7-methyl-1H-indole-1-carboxylate